C=12NNNC3=NC=CC=C3CCCCCCC(C(=CC1)C#N)=C2 tetrazatricyclo[15.3.1.05,10]henicosa-1(20),5,7,9,17(21),18-hexaene-18-carbonitrile